C(C)OC1=CC2=C(C=C(O2)C(\C=C\C2=CC(=C(C(=C2)C)O)C)=O)C=C1 (E)-1-(6-ethoxybenzofuran-2-yl)-3-(4-hydroxy-3,5-dimethylphenyl)prop-2-en-1-one